5-(2-(4-((3-chloro-5-(1-cyano-cyclopropyl)benzyl)amino)butoxy)ethoxy)benzo[c][2,6]naphthyridine ClC=1C=C(CNCCCCOCCOC2=NC3=C(C4=CN=CC=C24)C=CC=C3)C=C(C1)C1(CC1)C#N